ClC=1C=C2C=C(C(NC2=CC1OC)=O)C(C)NC1=CC=C(N(C1=O)C)C#N 5-{[1-(6-Chloro-7-methoxy-2-oxo-1,2-dihydrochinolin-3-yl)ethyl]amino}-1-methyl-6-oxo-1,6-dihydropyridin-2-carbonitril